2-(azetidin-1-yl)-4-[4-(2-hydroxyethoxy)phenyl]-6-(oxetan-3-ylmethylsulfanyl)pyridine-3,5-dicarbonitrile N1(CCC1)C1=NC(=C(C(=C1C#N)C1=CC=C(C=C1)OCCO)C#N)SCC1COC1